(Acryloyloxyethyl)ether C(C=C)(=O)OCCOCCOC(C=C)=O